ClC1=NC=CC(=N1)NC=1C=NC(=CC1)OC1CCOCC1 2-chloro-N-(6-((tetrahydro-2H-pyran-4-yl)oxy)pyridin-3-yl)pyrimidin-4-amine